FC(C1=NN2C(N=C(C=C2NCC2(CC3(C2)NC(NC3=O)=O)C3=CC=C(C=C3)F)C(F)(F)F)=C1)(F)F 2-(((2,5-Bis(trifluoromethyl)pyrazolo[1,5-a]pyrimidin-7-yl)amino)methyl)-2-(4-fluorophenyl)-5,7-diazaspiro[3.4]octane-6,8-dione